FC(O[C@H]1CC[C@H](CC1)NC1=NN2C(C=N1)=C(C=C2)C=2C=C(C1=C(N(C(=N1)C)C(C)C)C2)F)F N-(cis-4-(difluoromethoxy)cyclohexyl)-5-(4-fluoro-1-isopropyl-2-methyl-1H-benzo[d]imidazol-6-yl)pyrrolo[2,1-f][1,2,4]triazin-2-amine